C(C)(C)C1=C(C(=CC=C1)C(C)C)NC(=O)NS(=O)(=O)C1=CC(=C(C=C1)C)B1OC(C(O1)(C)C)(C)C N-((2,6-diisopropylphenyl)carbamoyl)-4-methyl-3-(4,4,5,5-tetramethyl-1,3,2-dioxaborolan-2-yl)benzenesulfonamide